ClC=1C=C(C=CC1OCC1=NC=CC=C1)NC=1C2=C(N=CN1)C=NC(=C2)C2CNCCC2 N-[3-chloro-4-(2-pyridylmethoxy)phenyl]-6-(3-piperidyl)pyrido[3,4-d]pyrimidin-4-amine